C(C)(C)(C)[S@@](=O)N[C@@H]1CN(CC12CCN(CC2)C2=NC(=C(C=1N2C=CN1)I)C(=O)OC)C1=CC(=NC=C1)Cl methyl 5-((S)-4-(((R)-tert-butylsulfinyl) amino)-2-(2-chloropyridin-4-yl)-2,8-diazaspiro[4.5]Dec-8-yl)-8-iodoimidazo[1,2-c]Pyrimidine-7-carboxylate